[Li].C1(=CC=CC=C1)PC1=C(C=CC=C1)N(C)C phenyl-(2-dimethylaminophenyl)phosphine lithium